1-(4-(4-acetylpiperazin-1-yl)-3-trifluoromethylphenyl)-8-(6-methoxypyridin-3-yl)-1,5-dihydro-4H-[1,2,3]triazolo[4,5-c]quinolin-4-one C(C)(=O)N1CCN(CC1)C1=C(C=C(C=C1)N1N=NC=2C(NC=3C=CC(=CC3C21)C=2C=NC(=CC2)OC)=O)C(F)(F)F